tert-butyl (R)-(2-((2-hydroxyethyl)(methyl)amino)-1-(4-hydroxyphenyl)-2-oxoethyl)carbamate OCCN(C([C@@H](C1=CC=C(C=C1)O)NC(OC(C)(C)C)=O)=O)C